ammonium oxygen phosphinate [PH2]([O-])=O.[O].[NH4+]